OC1=CC=C(C=C1)C1CCC2=[O+]C=3C4=C(C=CC3C=C2C1)C=CC=C4 9-(4-hydroxyphenyl)-8,9,10,11-tetrahydrobenzo[c]xanthylium